C(C=C)(=O)N[C@@H]1[C@@H](CCC1)NC(=O)C=1SC=2N=CC=C3N(C(NC1C23)=O)C2=NC=NC(=C2)C2=CC=CC=C2 N-((1R,2S)-2-Acrylamidocyclopentyl)-4-oxo-5-(6-phenylpyrimidin-4-yl)-4,5-dihydro-3H-1-thia-3,5,8-triazaacenaphthylene-2-carboxamide